C1CO1 (S)-ethylene oxide